C(C)(C)(C)OC(NC=1C=C(C2=C(N(C=N2)C)C1)C1=CC=C(C=C1)OC(F)(F)F)=O (1-methyl-4-(4-(trifluoromethoxy)phenyl)-1H-benzo[d]imidazol-6-yl)carbamic acid tert-butyl ester